C1(CC1)C1=NC=NC(=C1C1=NC=C(C(=N1)CC1=CC=C(C=C1)C=1N(C=C(N1)C(F)(F)F)C)CC)OC 4'-cyclopropyl-5-ethyl-6'-methoxy-4-(4-(1-methyl-4-(trifluoromethyl)-1H-imidazol-2-yl)benzyl)-2,5'-bipyrimidine